CC1=NC(=CC=C1O[C@@H]1C[C@H](CCC1)C(=O)O)C=1N=NN(C1CNC1=NC=CC=C1OC(F)(F)F)C (1S,3S)-3-((2-methyl-6-(1-methyl-5-(((3-(trifluoromethoxy)pyridin-2-yl)amino)methyl)-1H-1,2,3-triazol-4-yl)pyridin-3-yl)oxy)cyclohexane-1-carboxylic acid